2-[2-[2-[2-[2-[2,3-bis[(Z)-octadec-9-enoxy] propanoyl-octylamino]ethoxy]ethoxy] ethoxy]ethoxy]ethyl 1-methylpiperidine-4-carboxylate CN1CCC(CC1)C(=O)OCCOCCOCCOCCOCCN(CCCCCCCC)C(C(COCCCCCCCC\C=C/CCCCCCCC)OCCCCCCCC\C=C/CCCCCCCC)=O